3,4-dihydroxy-amphetamine OC=1C=C(CC(N)C)C=CC1O